FC=1C=C2C(C=C(OC2=CC1)C(=O)NCC1=C(CCC(=C1)F)O)=O 6-fluoro-N-[(1-hydroxy-4-fluoro-cyclohexen-3-enyl)methyl]-4-oxo-chromene-2-carboxamide